C1(CC1)CN1CCOC2=C1C=C1C(=NC=NC1=C2OCCCCC=O)NC(C)C2=CC(=CC=C2)COCCCNC 5-((6-(cyclopropylmethyl)-4-((1-(3-((3-(methylamino)propoxy)methyl)phenyl)ethyl)amino)-7,8-dihydro-6H-[1,4]oxazino[3,2-g]quinazolin-10-yl)oxy)pentanal